ClC=1C(=C(C=CC1)NC=1C(=NN2C1C(NCC2)=O)C2=C(C=NC=C2)NCCCOC)OC [(3-chloro-2-methoxyphenyl)amino]-2-{3-[(3-methoxypropyl)amino]pyridin-4-yl}-5H,6H,7H-pyrazolo[1,5-a]pyrazin-4-one